4-(Cyclobutanesulfonamido)-N-(6-(4,4-difluoropiperidin-1-yl)-4-methylpyridin-2-yl)-2-(6-azaspiro[2.5]octan-6-yl)benzamide C1(CCC1)S(=O)(=O)NC1=CC(=C(C(=O)NC2=NC(=CC(=C2)C)N2CCC(CC2)(F)F)C=C1)N1CCC2(CC2)CC1